Cl.Cl.NCC1=CC=CC(=N1)C(=O)N(C)CC 6-(aminomethyl)-N-ethyl-N-methylpyridineamide dihydrochloride